OC1=C(C=CC=C1)C=CC(=O)O 3-(2-Hydroxyphenyl)-2-propenoic acid